2-[1-(pyridin-3-yl)azetidin-3-yl]-1-(2,4,5-trimethyl-5,7-dihydro-6H-pyrrolo[3,4-b]Pyridin-6-yl)ethanone N1=CC(=CC=C1)N1CC(C1)CC(=O)N1CC2=NC(=CC(=C2C1C)C)C